5-bromo-N-(2-bromo-3-(4-methylpiperazine-1-yl)phenyl)pyridin-2-amine BrC=1C=CC(=NC1)NC1=C(C(=CC=C1)N1CCN(CC1)C)Br